(E)-6-(4-Ethoxybut-2-enoyl)-4-(2-(1-ethyl-3-(trifluoromethyl)-1H-pyrazol-4-yl)phenyl)-4,5,6,7-tetrahydrothieno[2,3-c]pyridine-2-carbonitrile C(C)OC/C=C/C(=O)N1CC2=C(C(C1)C1=C(C=CC=C1)C=1C(=NN(C1)CC)C(F)(F)F)C=C(S2)C#N